COC1=CC=C(CN2C(C3(C2)CC(NCC3)=O)=O)C=C1 2-(4-methoxybenzyl)-2,7-diazaspiro[3.5]nonane-1,6-dione